C(C)(C)(C)OC(=O)N1CCC(=CC1)C1=CC(=C2C=NC=NC2=C1)Cl 4-(5-chloroquinazolin-7-yl)-1,2,3,6-tetrahydropyridine-1-carboxylic acid tert-butyl ester